Tert-butyl (R)-3-((4-(2-methoxy-4-methylphenyl)-6,7-dihydro-5H-cyclopenta[d]pyridazin-1-yl)amino)piperidine-1-carboxylate COC1=C(C=CC(=C1)C)C=1C2=C(C(=NN1)N[C@H]1CN(CCC1)C(=O)OC(C)(C)C)CCC2